C(C)N(C(C1=CC(=C(C=C1)NC1=CC=C(C=C1)C(F)(F)F)C=1N=NN(N1)C)=O)CC N,N-diethyl-3-(2-methyl-2H-tetrazol-5-yl)-4-((4-(trifluoromethyl)phenyl)amino)benzamide